dibutyl-bis[(2-TRIMETHYLSILYLMETHYLALLYL)cyclopentadienyl]hafnium C(CCC)[Hf](C1(C=CC=C1)CC(=C)C[Si](C)(C)C)(C1(C=CC=C1)CC(=C)C[Si](C)(C)C)CCCC